NCCCCCCN1C(=CC=2C1=NC(=CC2)OCC(=O)O)C=2N=C1N(C(=CC(=C1)C(=O)N1C[C@@H](CCC1)N)OC)C2C (R)-2-((1-(6-aminohexyl)-2-(7-(3-aminopiperidine-1-carbonyl)-5-methoxy-3-methylimidazo[1,2-a]pyridin-2-yl)-1H-pyrrolo[2,3-b]pyridin-6-yl)oxy)acetic acid